5-(2-((7-chloro-1,2,3,4-tetrahydroisoquinolin-6-yl)amino)-5-(trifluoromethyl)pyrimidin-4-yl)-N-methylthiophene-3-carboxamide ClC1=C(C=C2CCNCC2=C1)NC1=NC=C(C(=N1)C1=CC(=CS1)C(=O)NC)C(F)(F)F